1,5-dichloro-2-nitro-4-(1,1,2,2-tetrafluoroethoxy)benzene ClC1=C(C=C(C(=C1)Cl)OC(C(F)F)(F)F)[N+](=O)[O-]